S([O-])(O)=O.C(C)(C)(C)[NH3+] tert-butyl-ammonium bisulfite